C(C)(C)(C)OC(=O)N1C[C@H](N(CC1)C=1SC2=C(N1)C(=CC=C2)C(=C)C)C (R)-2-(4-(tert-butoxycarbonyl)-2-methylpiperazin-1-yl)-4-(prop-1-en-2-yl)benzo[d]Thiazole